[Si](C)(C)(C(C)(C)C)OCC(C)(C)C1=CC=CC(=N1)C(=O)NC1=CC2=CN(N=C2C=C1OC)C1CCC(CC1)CO 6-[2-[tert-butyl(dimethyl)silyl]oxy-1,1-dimethyl-ethyl]-N-[2-[4-(hydroxymethyl)cyclohexyl]-6-methoxyindazol-5-yl]pyridine-2-carboxamide